N,N-diethylethanamine trihydrofluoride CCN(CC)CC.F.F.F